CC1=CC(=CC2=C1C(=O)C3=C(C=C(C=C3O2)O)O)O The molecule is a member of the class of xanthones that is 9H-xanthen-9-one substituted by hydroxy groups at positions 1, 3 and 6 and a methyl group at position 8. It has been isolated from Wardomyces anomalus. It has a role as an antimalarial and a fungal metabolite. It is a member of xanthones and a polyphenol.